BrC=1C(=CC(N(C1)C(C(=O)OC)CC(C)C)=O)F methyl 2-(5-bromo-4-fluoro-2-oxopyridin-1(2H)-yl)-4-methylpentanoate